NCC(CN1N=C(N(C1=O)CC1=CC=C(S1)C=1C=C2CCC(N(C2=CC1)C)=O)C)=C(F)F 6-[5-[[1-[2-(aminomethyl)-3,3-difluoro-allyl]-3-methyl-5-oxo-1,2,4-triazol-4-yl]methyl]-2-thienyl]-1-methyl-3,4-dihydroquinolin-2-one